BrC=1C(=NN(C1)C)C=1C=C(C(N(C1C1=C(C=C(C=C1F)F)F)CC)=O)Cl 5-(4-bromo-1-methyl-1H-pyrazol-3-yl)-3-chloro-1-ethyl-6-(2,4,6-trifluorophenyl)pyridin-2(1H)-one